2-(3-(5-amino-6-(4-(cyanomethyl)phenyl)pyrazin-2-yl)-4-methylphenyl)-3,3,3-trifluoro-2-hydroxypropanamide trifluoroacetate FC(C(=O)O)(F)F.NC=1N=CC(=NC1C1=CC=C(C=C1)CC#N)C=1C=C(C=CC1C)C(C(=O)N)(C(F)(F)F)O